FC(OC1=CC=C(CN2N=CC3=CC(=CC=C23)C(=O)O)C=C1)F 1-(4-Difluoromethoxybenzyl)-1H-indazole-5-carboxylic acid